dimethyl-aminoethoxyethanol CCC(O)(OCCN)C